C1=CC=CC=2C3=CC=CC=C3N(C12)C1=CC=C(C=C1)C1=C(C(=C(C(=C1C=1C=NC=CC1)C1=CC=C(C=C1)N1C2=CC=CC=C2C=2C=CC=CC12)C1=CC=C(C=C1)N1C2=CC=CC=C2C=2C=CC=CC12)C1=CC=C(C=C1)N1C2=CC=CC=C2C=2C=CC=CC12)C#N 4',6'-bis(4-(9H-carbazol-9-yl)phenyl)-4,4''-di(9H-carbazol-9-yl)-5'-(pyridin-3-yl)-[1,1':2',1''-terphenyl]-3'-carbonitrile